tert-butyl (14-amino-3,6,9,12-tetraoxa-tetradecyl)-carbamate NCCOCCOCCOCCOCCNC(OC(C)(C)C)=O